BrC=1C=C2C(=CC=NC2=CC1)C(=O)N1[C@H](CC1)CO (R)-(6-bromoquinolin-4-yl)(2-(hydroxymethyl)azetidin-1-yl)methanone